2-oxa-nonylboric acid C(OCCCCCCC)OB(O)O